4-{(1R,3R)-3-[5-(2-cyclopropylethyl)-1,2,4-oxadiazol-3-yl]-2,2-dimethylcyclopropyl}benzenesulfonamide C1(CC1)CCC1=NC(=NO1)[C@H]1C([C@@H]1C1=CC=C(C=C1)S(=O)(=O)N)(C)C